COCCOC1=C2C=CC(=NC2=CC=N1)CO (5-(2-methoxyethoxy)-1,6-naphthyridin-2-yl)methanol